(4-(2-bromo-5-tosyl-5H-pyrrolo[2,3-b]pyrazin-7-yl)-2-methylphenyl)(3-hydroxyazetidin-1-yl)methanone BrC=1N=C2C(=NC1)N(C=C2C2=CC(=C(C=C2)C(=O)N2CC(C2)O)C)S(=O)(=O)C2=CC=C(C)C=C2